(S)-1-cyano-N-(2'-(methylamino)-[4,4'-bipyridin]-2-yl)pyrrolidine-3-carboxamide C(#N)N1C[C@H](CC1)C(=O)NC1=NC=CC(=C1)C1=CC(=NC=C1)NC